C(C1=CC=CC=C1)OC(=O)N[C@@H](C(C1CC1)C1CC1)C=1N=C2N(N=C(C=C2)CC2(C(NCCC2)=O)C(=O)OC)C1 Methyl 3-((2-((S)-1-(((benzyloxy)carbonyl)amino)-2,2-dicyclopropylethyl)imidazo[1,2-b]pyridazin-6-yl)methyl)-2-oxopiperidine-3-carboxylate